5-ethoxycarbonylphthalide C(C)OC(=O)C=1C=C2COC(=O)C2=CC1